2-(((3S,4S)-4-((4-(trifluoromethyl)benzyl)oxy)pyrrolidin-3-yl)oxy)pyrimidine FC(C1=CC=C(CO[C@@H]2[C@H](CNC2)OC2=NC=CC=N2)C=C1)(F)F